C1=CC=CC=2SC3=CC=CC=C3SC12 thianthrene